(R)-8-phenyl-2-(2-((tetrahydro-2H-pyran-4-yl)methoxy)pyridin-4-yl)-7,8-dihydro-6H-pyrrolo[2',1':2,3]imidazo[4,5-b]pyridine C1(=CC=CC=C1)[C@H]1CCC2=NC=3C(=NC(=CC3)C3=CC(=NC=C3)OCC3CCOCC3)N21